[N+](=O)([O-])C1=CC=C(C=C1)C=1C2=CC=C(N2)C(=C2C=CC(C(=C3C=CC(=C(C=4C=CC1N4)C4=CC=CC=C4)N3)C3=CC=C(C=C3)[N+](=O)[O-])=N2)C2=CC=CC=C2 5,15-bis(4-nitrophenyl)-10,20-diphenylporphyrin